(12aR)-10-chloro-9-(2-fluoro-6-hydroxyphenyl)-1,2,3,4,12,12a-hexahydro-6H-pyrazino[2,1-c][1,4]benzooxazepine-7-carbonitrile ClC=1C(=CC(=C2CN3[C@@H](COC21)CNCC3)C#N)C3=C(C=CC=C3O)F